5-chloro-3-(iso-propylamino)-2-((2-(trimethylsilyl)ethoxy)methyl)-2H-pyrazolo[4,3-b]pyridine-7-carbaldehyde ClC=1C=C(C=2C(N1)=C(N(N2)COCC[Si](C)(C)C)NC(C)C)C=O